1-(2-(3,4-Dichloro-5-methyl-1H-pyrrole-2-carboxamido)-5-(5-oxo-4,5-dihydro-1,2,4-oxadiazol-3-yl)phenyl)piperidin-4-aminium chloride [Cl-].ClC1=C(NC(=C1Cl)C)C(=O)NC1=C(C=C(C=C1)C1=NOC(N1)=O)N1CCC(CC1)[NH3+]